O=C1N(C(CCC1)=O)C(=O)[O-] 2,6-dioxo-piperidine-1-carboxylate